1-(5-tert-butyl-isoxazol-3-yl)-3-{4-[5-(2-morpholin-4-yl-ethoxy)-benzoimidazol-1-yl]-phenyl}-urea C(C)(C)(C)C1=CC(=NO1)NC(=O)NC1=CC=C(C=C1)N1C=NC2=C1C=CC(=C2)OCCN2CCOCC2